N1(CCOCC1)C(=O)NC1=CC=CC=C1 (morpholine-4-carbonyl)aniline